NC(C)C1CN(C1)C1=C(C=NC=C1C1=CC(=CC(=C1)F)F)C(=O)NC12CC(C1)C2 4-[3-(1-aminoethyl)azetidin-1-yl]-N-{bicyclo[1.1.1]pentan-1-yl}-5-(3,5-difluorophenyl)pyridine-3-carboxamide